2-(3,4-dihydroxyphenyl)-3,5-dihydroxy-7-methoxychromen-4-one OC=1C=C(C=CC1O)C=1OC2=CC(=CC(=C2C(C1O)=O)O)OC